(4S)-5,5-difluoro-3-methanesulfonyl-1-(2,2,2-trifluoroethoxy)-4H,5H,6H-cyclopenta[c]thiophen-4-ol FC1([C@H](C=2C(=C(SC2S(=O)(=O)C)OCC(F)(F)F)C1)O)F